1-(2-ethylphenyl)-3-phenyl-1H-pyrazole C(C)C1=C(C=CC=C1)N1N=C(C=C1)C1=CC=CC=C1